C(C)C=1C(NC=2C=C(C=NC2C1)CN1CC2(CN(C2)C(=O)C=2C=CC(=NC2)C(=O)NC)C1)=O 5-(6-((7-ethyl-6-oxo-5,6-dihydro-1,5-naphthyridin-3-yl)methyl)-2,6-diazaspiro[3.3]heptane-2-carbonyl)-N-methylpicolinamide